{2-[acetyl-(3-(trifluoromethyl)phenyl)amino]-3-methylbutyrylamino}acetic acid C(C)(=O)N(C(C(=O)NCC(=O)O)C(C)C)C1=CC(=CC=C1)C(F)(F)F